N-(3-bromo-4-fluorophenyl)-N'-hydroxy-4-((2-(6-oxopyridazin-1(6H)-yl)ethyl)amino)-1,2,5-oxadiazole-3-carboxamidine BrC=1C=C(C=CC1F)NC(=NO)C1=NON=C1NCCN1N=CC=CC1=O